10-Methoxy-13-methyl-3-(phenylmethoxy)-5,6,7,8,13,13a-hexahydroisoquinolino[2,1-b]isoquinolin-9-yl 3-fluorobenzenesulfonate FC=1C=C(C=CC1)S(=O)(=O)OC1=C(C=CC=2C(C3N(CC12)CCC=1C=C(C=CC13)OCC1=CC=CC=C1)C)OC